ClC1=C2C(=NC=C1)NC(=C2C2=CC=C1CCCNC1=C2)[Si](C)(C)C 7-(4-chloro-2-(trimethylsilyl)-1H-pyrrolo[2,3-b]pyridin-3-yl)-1,2,3,4-tetrahydroquinoline